(trans,trans)-di-1-propenyl trisulphide C(=C\C)/SSSC=CC